O=C1N(CCC(N1)=O)C1=C(C=C(C=C1)N1CCN(CC1)C(=O)OC(C)(C)C)C tert-Butyl 4-(4-(2,4-dioxotetrahydropyrimidin-1(2H)-yl)-3-methylphenyl)piperazine-1-carboxylate